2-fluoro-5-((6-fluoro-4-(S-methylsulfonimidoyl)-1H-indol-5-yl)oxy)benzimidamide FC1=C(C(N)=N)C=C(C=C1)OC=1C(=C2C=CNC2=CC1F)S(=O)(=N)C